C1(CC1)C1C(N(C(C(N1)C(C1=CC=CC=C1)NC1=NC=CC(=N1)C1=CNC2=CC(=CC=C12)C)C)O)C 3-cyclopropyl-5-(((4-(6-methyl-1H-indole-3-yl)pyrimidine-2-yl)amino)benzyl)-2,6-dimethylpiperazine-1-ol